4-((4-methoxybenzyl)oxy)-6-(pyrrolidin-1-yl)pyrazolo[1,5-a]pyridine-3-carbonitrile COC1=CC=C(COC=2C=3N(C=C(C2)N2CCCC2)N=CC3C#N)C=C1